(Z)-4-(2-fluorophenyl)-4-phenyl-but-3-enoic acid FC1=C(C=CC=C1)\C(=C/CC(=O)O)\C1=CC=CC=C1